boc-L-arginine hydrochloride monohydrate O.Cl.C(=O)(OC(C)(C)C)N[C@@H](CCCNC(N)=N)C(=O)O